C(C=C)(=O)OC1OCCC1 tetrahydrofuryl alcohol acrylate